ClC1=CC=C(C=C1)N1N=C(C(=C1C1=CC=CC=C1)C=C)NS(=O)(=O)C1=CC=C(C=C1)C(F)(F)F N-(1-(4-chlorophenyl)-5-phenyl-4-vinyl-1H-pyrazol-3-yl)-4-(trifluoromethyl)benzenesulfonamide